C(C)OC(=O)C=1SC(=NN1)C1=CC=C(C=C1)OC(F)(F)F 5-(4-trifluoromethoxyphenyl)-1,3,4-thiadiazole-2-carboxylic acid ethyl ester